4-methylbenzene-1-sulfonate CC1=CC=C(C=C1)S(=O)(=O)[O-]